1-(benzenesulfonyl)-4-nitro-1H-pyrrolo[2,3-b]pyridine C1(=CC=CC=C1)S(=O)(=O)N1C=CC=2C1=NC=CC2[N+](=O)[O-]